BrC=1C=CC(=C(C(=O)NCCN(C(OC(C)(C)C)=O)C)C1)F tert-butyl (2-(5-bromo-2-fluorobenzamido)ethyl)(methyl)carbamate